O1C(OCOC1)=[Se] trioxaneselon